FC=1C=CC=C2C=C(C(=NC12)O)NC1=NC(=NC=C1)NC=1C(=NC(=CC1)N1CCN(CC1)C)OC 8-fluoro-3-{2-[2-methoxy-6-(4-methyl-1-piperazinyl)-3-pyridylamino]-4-pyrimidinylamino}-2-quinolinol